pentaerythritol monopropionate C(CC)(=O)OCC(CO)(CO)CO